FOC methyl hypofluorite